(1S,3R)-3-acetamido-N-(5-chloro-4-(1,2,3,4-tetrahydroquinolin-5-yl)pyridin-2-yl)cyclohexane-1-carboxamide C(C)(=O)N[C@H]1C[C@H](CCC1)C(=O)NC1=NC=C(C(=C1)C1=C2CCCNC2=CC=C1)Cl